O(C1=CC=CC=C1)CC(=O)N1CCC(CC1)C(=O)NCCCOC1=CC=CC=C1 1-(2-Phenoxyacetyl)-N-(3-phenoxypropyl)piperidin-4-carboxamid